N-(7-(6-(1-hydroxypropyl)-4-methylpyridin-3-yl)-2,6-naphthyridin-3-yl)bicyclo[1.1.1]pentane-1-carboxamide OC(CC)C1=CC(=C(C=N1)C1=NC=C2C=C(N=CC2=C1)NC(=O)C12CC(C1)C2)C